3-(5-(difluoromethyl)-1,3,4-thiadiazol-2-yl)-8-((6S,9aR)-6-methylhexahydropyrazino[2,1-c][1,4]oxazin-8(1H)-yl)-N-(3-methyloxetan-3-yl)imidazo[1,5-a]pyridine-6-sulfonamide FC(C1=NN=C(S1)C1=NC=C2N1C=C(C=C2N2C[C@@H]1COCCN1[C@H](C2)C)S(=O)(=O)NC2(COC2)C)F